Dimethylene Glycol Monophenyl Ether C1(=CC=CC=C1)OCCO